2-(3-(benzyloxy)propyl)-7-bromo-1,4-dimethyl-1H-imidazo[4,5-d]thieno[3,2-b]pyridine C(C1=CC=CC=C1)OCCCC1=NC=2C(=C3C(=NC2C)C=C(S3)Br)N1C